C(C)(=O)NCC1=NC=C(C=C1N1CCN(CC1)C(=O)OC(C)(C)C)C=1C(=C(C=C(C1)F)C1=CC(=C(C=C1)N1C(N(CC1)C)=O)Cl)O tert-butyl 4-(2-(acetamidomethyl)-5-(3'-chloro-5-fluoro-2-hydroxy-4'-(3-methyl-2-oxoimidazolidin-1-yl)-[1,1'-biphenyl]-3-yl)pyridin-3-yl)piperazine-1-carboxylate